2-bromo-1-(2-(1-methyl-1H-pyrazol-4-yl)phenyl)ethan-1-one BrCC(=O)C1=C(C=CC=C1)C=1C=NN(C1)C